6-[(benzyloxy)carbonyl]-L-lysine tert-butyl ester C(C)(C)(C)OC([C@@H](N)CCCC(N)C(=O)OCC1=CC=CC=C1)=O